[F-].[V+4].[F-].[F-].[F-] Vanadium(IV) fluoride